(5-chloroindan-1-yl)-4-[methyl(methylsulfonyl)amino]benzamide ClC=1C=C2CCC(C2=CC1)C1=C(C(=O)N)C=CC(=C1)N(S(=O)(=O)C)C